C(C)S(=O)(=O)C1=CC=C(CNC(=O)C2=CC=3NC4=CC=C(C=C4SC3C=C2)OC)C=C1 N-(4-(ethylsulfonyl)benzyl)-7-methoxy-10H-phenothiazine-2-carboxamide